(S)-quinuclidin-3-yl (5-(3-(tert-butyl)phenyl)-6-methoxy-2,2-dimethyl-2,3-dihydro-1H-inden-1-yl)carbamate C(C)(C)(C)C=1C=C(C=CC1)C=1C=C2CC(C(C2=CC1OC)NC(O[C@@H]1CN2CCC1CC2)=O)(C)C